1-[5-tert-Butyl-2-p-tolyl-2H-pyrazol-3-yl]-3-[4-(3-(thiazolidin-3-yl)propyn-1-yl)naphthalen-1-yl]-urea C(C)(C)(C)C=1C=C(N(N1)C1=CC=C(C=C1)C)NC(=O)NC1=CC=C(C2=CC=CC=C12)C#CCN1CSCC1